(5-(1-((4-aminophenyl)sulfonyl)-pyrrolidin-3-yl)-3-hydroxy-pyridine-2-carbonyl)glycine methyl ester COC(CNC(=O)C1=NC=C(C=C1O)C1CN(CC1)S(=O)(=O)C1=CC=C(C=C1)N)=O